BrCC1=C(C(=CC(=C1)C(C)(C)C1=CC=CC=C1)C(C)(C)C1=CC=CC=C1)O 2-bromomethyl-4,6-dicumylphenol